1-(5-bromo-2-methoxyphenyl)ethan-1-one BrC=1C=CC(=C(C1)C(C)=O)OC